2-ethanesulphonic acid CCS(=O)(=O)O